C1OCC12CN(CC2)C2=NC=1N(C=C2)N=CC1C(=O)N 5-(2-oxa-6-aza-spiro[3.4]oct-6-yl)pyrazolo[1,5-a]pyrimidine-3-carboxamide